CC1=C2C(=CNC2=CC=C1)S(=O)(=O)C1=C(C=C(C=C1)N1C=NC(=C1)C)C 4-methyl-3-((2-methyl-4-(4-methyl-1H-imidazol-1-yl)phenyl)sulfonyl)-1H-indole